O1C=NC=C1CNC(=O)NC1=CC=C(C=C1)S(=O)(=O)C1=C(C=CC=C1)C(F)(F)F 1-Oxazol-5-ylmethyl-3-[4-(2-trifluoromethyl-benzenesulfonyl)-phenyl]-urea